CC=1C=C(C=C2C=NNC12)B1OC(C)(C)C(C)(C)O1 7-methyl-1H-indazole-5-boronic acid pinacol ester